ClC=1C=C(C=C2C=C(N=CC12)NC(=O)[C@H]1[C@@H](C1)C#N)C=1C(=NN(C1)[C@@H]1OCCCC1)C(F)(F)F |&1:24| (+-)-trans-N-[8-chloro-6-[1-tetrahydropyran-2-yl-3-(trifluoromethyl)pyrazole-4-yl]-3-isoquinolinyl]-2-cyano-cyclopropanecarboxamide